CC1=C(C=NN1)B1OC(C(O1)(C)C)(C)C 5-methyl-4-(4,4,5,5-tetramethyl-1,3,2-dioxaborolan-2-yl)pyrazole